2-((2-bromophenyl-methyl)oxy)ethanol BrC1=C(C=CC=C1)COCCO